C(C=C)(=O)NC1=C(C=CC(=C1)NC1=NC(=CN(C1=O)C)Br)N1[C@H](CN(CC1)C(=O)OC(C)(C)C)C tert-butyl (S)-4-(2-acrylamido-4-((6-bromo-4-methyl-3-oxo-3,4-dihydropyrazin-2-yl)amino)phenyl)-3-methylpiperazine-1-carboxylate